NN1C(=NC(=C1C(=O)OCC)C1=CC=C(C=C1)C(NC1=NC=CC(=C1)C(F)(F)F)=O)[C@H]1N(CCC1)C(=O)OC(C)(C)C (S)-ethyl 1-amino-2-(1-(tert-butoxycarbonyl)pyrrolidin-2-yl)-4-(4-((4-(trifluoromethyl)pyridin-2-yl)carbamoyl)phenyl)-1H-imidazole-5-carboxylate